4-(3-chloro-4-(trifluoromethoxy)phenyl)thiazol ClC=1C=C(C=CC1OC(F)(F)F)C=1N=CSC1